[N+](=O)([O-])C1=CC=C2C(=CNC2=C1)C=O 6-NITRO-1H-INDOLE-3-CARBALDEHYDE